Tert-butyl 2-[(6-chloropyridin-3-yl)sulfonyl]-2H,4H,5H,6H-pyrrolo[3,4-c]pyrazole-5-carboxylate ClC1=CC=C(C=N1)S(=O)(=O)N1N=C2C(=C1)CN(C2)C(=O)OC(C)(C)C